cyclopropyl(2-((diphenylmethylene)amino)pyridin-3-yl)methanone C1(CC1)C(=O)C=1C(=NC=CC1)N=C(C1=CC=CC=C1)C1=CC=CC=C1